OCC#CC1=CC=CC=2N(C(N(C21)C)=O)C2C(NC(CC2)=O)=O 3-[4-(3-Hydroxyprop-1-ynyl)-3-methyl-2-oxo-benzimidazol-1-yl]piperidine-2,6-dione